FC1=C(OCC2=CC=C3C=NN(C3=C2)C)C=C(C=C1)C1CCNCC1 6-((2-fluoro-5-(piperidin-4-yl)phenoxy)methyl)-1-methyl-1H-indazole